C1(CCCCC1)NC(C1=NC(=CC=C1)N1C=NN=C1)=O N-cyclohexyl-6-(4H-1,2,4-triazol-4-yl)picolinamide